OC=1C=C2CC[C@@H]([C@@H](C2=CC1)C1=CC=C(C=C1)N1CCC(CC1)CN1CCN(CC1)C=1C=C2CN(C(C2=CC1)=O)C1C(NC(C1)=O)=O)C1=CC=CC=C1 3-(5-(4-((1-(4-((1R,2S)-6-hydroxy-2-phenyl-1,2,3,4-tetrahydronaphthalen-1-yl)phenyl)piperidin-4-yl)methyl)piperazin-1-yl)-1-oxoisoindolin-2-yl)pyrrolidine-2,5-dione